CC1(OCC[C@@H](C1)C=1C=C2C=C(N(C2=CC1)[C@@]1([C@H](C1)C)C1=NOC(N1)=S)C(=O)O)C 5-((S)-2,2-dimethyltetrahydro-2H-pyran-4-yl)-1-((1S,2S)-2-methyl-1-(5-thioxo-4,5-dihydro-1,2,4-oxadiazol-3-yl)cyclopropyl)-1H-indole-2-carboxylic acid